N1=CC(=CC=C1)NC(=O)C1=C(OCC=2C=C(OCC(=O)O)C=CC2)C=CC=C1 2-(3-((2-(pyridin-3-ylcarbamoyl)phenoxy)methyl)phenoxy)acetic acid